(aziridinyl-hydroxy) AZide N1(CC1)ON=[N+]=[N-]